3-(tert-butyldimethylsilyloxy)propan-1-ol [Si](C)(C)(C(C)(C)C)OCCCO